OC1=C2[C@H]3[C@H](C(OC2=CC(=C1C(=O)NC)CCC)(C)C)CCC(=C3)C (6aR,10aR)-1-hydroxy-N,6,6,9-tetramethyl-3-propyl-6a,7,8,10a-tetrahydro-6H-benzo[c]chromene-2-carboxamide